ClC1=C(C=C(C(=O)NC2=CC(=C(C(=C2)C(=O)C=2C=C3N=C(C=NC3=CC2)N2CCOCC2)F)F)C=C1)F 4-chloro-N-(3,4-difluoro-5-(3-morpholinoquinoxaline-6-carbonyl)phenyl)-3-fluorobenzamide